BrC1=CC(=C(C=C1)NC(=O)C1=CN=CN1)F N-(4-bromo-2-fluorophenyl)-1H-imidazole-5-carboxamide